N-(4-(6-(Bis(9,9-dimethyl-9H-fluoren-2-yl)amino)-1,3,3-trimethyl-2,3-dihydro-1H-inden-1-yl)phenyl)-N-(9,9-dimethyl-9H-fluoren-2-yl)-9,9-dimethyl-9H-fluoren-2-amine CC1(C2=CC=CC=C2C=2C=CC(=CC12)N(C1=CC=C2C(CC(C2=C1)(C)C1=CC=C(C=C1)N(C1=CC=2C(C3=CC=CC=C3C2C=C1)(C)C)C1=CC=2C(C3=CC=CC=C3C2C=C1)(C)C)(C)C)C1=CC=2C(C3=CC=CC=C3C2C=C1)(C)C)C